N1(CCCCC1)NC(=O)C=1N=C(N(C1C)C1=CC=C(C=C1)C#CCCCC#N)C1=C(C=C(C=C1)Cl)Cl 1-[4-(5-Cyano-pent-1-ynyl)-phenyl]-2-(2,4-dichloro-phenyl)-5-methyl-1H-imidazole-4-carboxylic acid piperidin-1-ylamide